C(C)NC(C(CC[C@@H](C(=O)NC=1C(N(C=CC1)CC(=O)NC1C2CC3CC(CC1C3)C2)=O)NC(=O)C2=CN=NN2C)=O)=O (S)-N1-Ethyl-N6-(1-(2-(2-adamantylamino)-2-oxoethyl)-2-oxo-1,2-dihydropyridin-3-yl)-5-(1-methyl-1H-1,2,3-triazol-5-carboxamido)-2-oxohexandiamid